Nitrobutan [N+](=O)([O-])CCCC